(S)-3-Hydroxy-5-methoxy-4-(4-((tetrahydrofuran-3-yl)amino)isoindoline-2-carbonyl)benzonitrile OC=1C=C(C#N)C=C(C1C(=O)N1CC2=CC=CC(=C2C1)N[C@@H]1COCC1)OC